(3S,4S)-4-(2-ethoxy-2-keto-ethyl)-3-fluoro-piperidine-1-carboxylic acid tert-butyl ester C(C)(C)(C)OC(=O)N1C[C@H]([C@@H](CC1)CC(=O)OCC)F